C(C1=CC=C(C(C(=O)O)=C1)O)C1=CC=C(C(C(=O)O)=C1)O 5,5'-methylenebissalicylic acid